FC1=C2C=CC=NC2=CC=C1NC1=NC=NC2=CC(=CC(=C12)O[C@H](C)C1COC1)C=1C=NN(C1)CCOC (R)-N-(5-fluoroquinolin-6-yl)-7-(1-(2-methoxyethyl)-1H-pyrazol-4-yl)-5-(1-(oxetan-3-yl)ethoxy)quinazolin-4-amine